ClC1=C(C=C(CN2C(=NC=3N(C(N(C(C23)=O)CCCO)=O)C)C#CCOC2CCC2)C=C1)F (4-chloro-3-fluorobenzyl)-8-(3-cyclobutoxyprop-1-yn-1-yl)-1-(3-hydroxypropyl)-3-methyl-3,7-dihydro-1H-purine-2,6-dione